N1(CCC1)C1=CC(=C(C=N1)N1C=C(C(C2=CC(=C(N=C12)N1CC2=NC=CC=C2C1)Cl)=O)C(=O)[O-])C.[Na+] sodium 1-[6-(azetidin-1-yl)-4-methylpyridin-3-yl]-6-chloro-4-oxo-7-{5h,6h,7h-pyrrolo[3,4-b]pyridin-6-yl}-1,4-dihydro-1,8-naphthyridine-3-carboxylate